NC=1C=CC(=NC1C(CC#N)=O)C=1CCN(CC1)C(=O)OC(C)(C)C tert-butyl 5-amino-6-(2-cyanoacetyl)-3',6'-dihydro-[2,4'-bipyridine]-1'(2'h)-carboxylate